2-(8,8-difluoro-2-(2-propenoyl)-2,6-diazaspiro[3.4]octan-6-yl)-4-(1,6-dimethyl-1H-indazol-7-yl)-7,7-dimethyl-7,8-dihydro-5H-pyrano[4,3-b]pyridine-3-carbonitrile FC1(CN(CC12CN(C2)C(C=C)=O)C2=C(C(=C1C(=N2)CC(OC1)(C)C)C=1C(=CC=C2C=NN(C12)C)C)C#N)F